methyl 6-(benzyloxy)-9-(3-chlorophenyl)-[1,2,4]triazolo[5,1-a][2,6]naphthyridine-5-carboxylate C(C1=CC=CC=C1)OC1=C(N2C(C3=CC(=NC=C13)C1=CC(=CC=C1)Cl)=NC=N2)C(=O)OC